(2,6-difluorobenzoyl)-5-(trifluoromethyl)piperidine-3-carboxamide FC1=C(C(=O)N2CC(CC(C2)C(F)(F)F)C(=O)N)C(=CC=C1)F